tert-butyl ((2-(3-(3-(methoxymethyl)-1-(4-methyl-4H-1,2,4-triazol-3-yl)cyclobutyl)phenyl)-3-oxo-7-(trifluoromethyl)isoindolin-5-yl)methyl)(1-methylcyclobutyl)carbamate COCC1CC(C1)(C1=NN=CN1C)C=1C=C(C=CC1)N1CC2=C(C=C(C=C2C1=O)CN(C(OC(C)(C)C)=O)C1(CCC1)C)C(F)(F)F